C(#N)C1=CC=C(C=C1)CCN(C1C=2C=CC(=NC2CCC1)C#N)CCC1=C(C=CC=C1)O 5-{[2-(4-Cyanophenyl)ethyl][2-(2-hydroxyphenyl)ethyl]amino}-5,6,7,8-tetrahydrochinolin-2-carbonitril